4-((4-(chloromethyl)-2-cyclopropylphenoxy)methyl)-1-(methylsulfonyl)piperidine ClCC1=CC(=C(OCC2CCN(CC2)S(=O)(=O)C)C=C1)C1CC1